2-((1-(2-hydroxyethyl)-3-(((R)-tetrahydrofuran-3-yl)oxy)-1H-pyrazol-4-yl)amino)-7-((S)-1-methoxypropan-2-yl)-7H-pyrrolo[2,3-d]pyrimidine-6-carbonitrile OCCN1N=C(C(=C1)NC=1N=CC2=C(N1)N(C(=C2)C#N)[C@H](COC)C)O[C@H]2COCC2